(R)-5-(cyclobutylmethyl)-N-(piperidin-3-yl)-7H-pyrrolo[2,3-d]pyrimidin-4-amine, hydrochloride Cl.C1(CCC1)CC1=CNC=2N=CN=C(C21)N[C@H]2CNCCC2